C[Si](CCCN=C=O)(OCC)OCC γ-methyldiethoxysilylpropylisocyanate